CC1=C(C(=CC(=C1)C)C)NC(NC1=C(C=C(C=C1C)C)C)=S bis(2,4,6-trimethylphenyl)thiourea